1-(piperidin-4-yl)-1H-pyrazol-4-amine fumarate C(\C=C\C(=O)O)(=O)O.N1CCC(CC1)N1N=CC(=C1)N